ClC1=C(C=CC=C1)S(=O)(=O)NC1=C(C=C(C=C1F)[N+](=O)[O-])F 2-chloro-N-(2,6-difluoro-4-nitro-phenyl)benzenesulfonamide